tert-butyl 4-(3-ethynylbenzoyl)piperazine-1-carboxylate C(#C)C=1C=C(C(=O)N2CCN(CC2)C(=O)OC(C)(C)C)C=CC1